5-{[(2,2-Dimethylpropionyl)amino]methyl}-N-{1-[4-methyl-3-(trifluoromethyl)phenyl]-1H-indazol-4-yl}-2-(trifluoromethyl)benzamide CC(C(=O)NCC=1C=CC(=C(C(=O)NC2=C3C=NN(C3=CC=C2)C2=CC(=C(C=C2)C)C(F)(F)F)C1)C(F)(F)F)(C)C